(E)-N-(5-((4-(1H-pyrrolo[2,3-b]pyridin-1-yl)pyrimidin-2-yl)amino)-2-fluoro-4-methoxyphenyl)-4-(piperidin-1-yl)but-2-enamide N1(C=CC=2C1=NC=CC2)C2=NC(=NC=C2)NC=2C(=CC(=C(C2)NC(\C=C\CN2CCCCC2)=O)F)OC